1-phenyl-1,3-propanedione C1(=CC=CC=C1)C(CC=O)=O